N(=[N+]=[N-])CCCN(C(OC(C)(C)C)=O)CCC1=CC=CC=C1 tert-butyl (3-azidopropyl)(phenethyl)carbamate